α-chlorocinnamaldehyde ClC(C=O)=CC1=CC=CC=C1